2-iodo-N-((1R,4R)-4-morpholinocyclohexyl)-1-(2,2,2-trifluoroethyl)-1H-indol-4-amine IC=1N(C=2C=CC=C(C2C1)NC1CCC(CC1)N1CCOCC1)CC(F)(F)F